N[C@@H]1CC[C@H](CC1)[N-]CCCCC1=NC=C(C=C1)C=1C=NC(=NC1)OC N-(trans-4-aminocyclohexyl)-N-(5-(2-methoxypyrimidin-5-yl)pyridin-2-yl)butylamide